C(=C)S(=O)(=O)CCCl 2-Chloroethyl vinyl sulfone